12-((3-((1r,4r)-4-(4-chlorophenyl)cyclohexyl)-1,4-dioxo-1,4-dihydronaphthalen-2-yl)oxy)dodecanoic acid ClC1=CC=C(C=C1)C1CCC(CC1)C1=C(C(C2=CC=CC=C2C1=O)=O)OCCCCCCCCCCCC(=O)O